2-(6-(1'-isobutyl-[1,4'-bipiperidin]-4-yl)-4-methyl-1H-benzo[d]imidazol-2-yl)benzo[d]thiazole tris(2,2,2-trifluoroacetate) FC(C(=O)O)(F)F.FC(C(=O)O)(F)F.FC(C(=O)O)(F)F.C(C(C)C)N1CCC(CC1)N1CCC(CC1)C=1C=C(C2=C(NC(=N2)C=2SC3=C(N2)C=CC=C3)C1)C